(4-(diphenylamino)phenyl)furan-2-carbaldehyde C1(=CC=CC=C1)N(C1=CC=C(C=C1)C1=C(OC=C1)C=O)C1=CC=CC=C1